1-tert-amylsulfonyl-1-(tert-butylsulfonyl)diazomethane C(C)(C)(CC)S(=O)(=O)C(S(=O)(=O)C(C)(C)C)=[N+]=[N-]